8-Bromoadenosin BrC=1N([C@H]2[C@H](O)[C@H](O)[C@@H](CO)O2)C=2N=CN=C(C2N1)N